FC=1C(=C(C=CC1)NC1=C2C(=NC(=C1)NC1=NC=C(C=C1)N1CCCCC1)NN(C2=O)C)OC 4-((3-fluoro-2-methoxyphenyl)amino)-2-methyl-6-((5-(piperidin-1-yl)pyridin-2-yl)amino)-1,2-dihydro-3H-pyrazolo[3,4-b]pyridin-3-one